O2-benzyl O1-tert-butyl 5-methylsulfonyloxypiperidine-1,2-dicarboxylate CS(=O)(=O)OC1CCC(N(C1)C(=O)OC(C)(C)C)C(=O)OCC1=CC=CC=C1